CN1CC2(C1)CN(CC2)CC#C 2-methyl-6-(prop-2-ynyl)-2,6-diazaspiro[3.4]octane